cyclopentyl-(4-(2-methyl-3-((5-propylthiazol-2-yl)amino)benzyl)piperazin-1-yl)methanone C1(CCCC1)C(=O)N1CCN(CC1)CC1=C(C(=CC=C1)NC=1SC(=CN1)CCC)C